(19S)-19-[4-(2,5-dioxo-2,5-dihydro-1H-pyrrol-1-yl)butyl]-17-oxo-2,5,8,11,14-pentaoxa-18-azaeicosan-20-oic acid O=C1N(C(C=C1)=O)CCCC[C@H](NC(CCOCCOCCOCCOCCOC)=O)C(=O)O